N-(2,2-difluoroethyl)-6-(2-((1-methylpiperidin-4-yl)amino)-7H-pyrrolo[2,3-d]pyrimidin-5-yl)imidazo[1,2-a]pyridine-3-carboxamide FC(CNC(=O)C1=CN=C2N1C=C(C=C2)C2=CNC=1N=C(N=CC12)NC1CCN(CC1)C)F